6-bromo-8-chloro-N,N-bis(4-methoxybenzyl)isoquinolin-3-amine BrC=1C=C2C=C(N=CC2=C(C1)Cl)N(CC1=CC=C(C=C1)OC)CC1=CC=C(C=C1)OC